9-(4,4-dimethyl-1-piperidyl)-4-[[(2S)-1,4-dioxan-2-yl]methoxy]-1-methyl-6,7-dihydrobenzo[a]quinolizin-2-one CC1(CCN(CC1)C1=CC2=C(C3=C(C(C=C(N3CC2)OC[C@H]2OCCOC2)=O)C)C=C1)C